Tert-butyl 2-((5-chloro-2-(1H-tetrazol-1-yl) phenyl) amino)-2-oxoacetate ClC=1C=CC(=C(C1)NC(C(=O)OC(C)(C)C)=O)N1N=NN=C1